cyclohexaynol C1(C#CCCC1)O